C(C)(C)(C)OC(=O)N[C@H](C(=O)O)C1CC1 (S)-2-((tertiary butoxycarbonyl)amino)-2-cyclopropylacetic acid